FC1=C(C(=C(C(=C1OC1=C(C(C(C1(F)F)(F)F)(F)F)F)F)F)F)F 1,2,3,4,5-pentafluoro-6-(heptafluorocyclopentenyl)oxy-benzene